C(=O)(C=C)C1C(N=[C-]O1)=O acryl-2-oxazolidone